ClC=1C=C(C=C(C1F)Cl)[C@@]1(CC(=NO1)C1=CC2=C(C3(OC2)CN(C3)C(CS(=O)(=O)C)=O)C=C1)C(F)(F)F 1-{5'-[(5S)-5-(3,5-dichloro-4-fluorophenyl)-5-(trifluoromethyl)-4,5-dihydroisoxazol-3-yl]-3'H-spiro[azetidine-3,1'-[2]benzofuran]-1-yl}-2-(methylsulfonyl)ethanone